4,4'-diazidostilbene-2,2'-Disulfonic Acid Sodium [Na].N(=[N+]=[N-])C=1C=C(C(=CC1)C=CC=1C(=CC(=CC1)N=[N+]=[N-])S(=O)(=O)O)S(=O)(=O)O